C(C=C)(=O)NN1C[C@@H](CCC1)C1=NC=C(C=2C1=NC(N2)=O)C(=O)N (R)-4-(1-acrylamidopiperidin-3-yl)-2-oxoimidazo[4,5-c]pyridine-7-carboxamide